C(#N)C1=CC=C(CCN[C@H](C(=O)NC2=NC=C(C=C2)N2CCN(CC2)C)C2=CC=CC=C2)C=C1 |r| (S)- and (R)-2-((4-cyanophenethyl)amino)-N-(5-(4-methylpiperazin-1-yl)pyridin-2-yl)-2-phenylacetamide